C12C(C(C(C=C1)C2)C(=O)[O-])C(=O)OC methyl 5-norbornene-2,3-dicarboxylate